FC(C(=O)NCC1=NC2=CC=C(C=C2C=C1)C(=O)OC)(F)F methyl 2-((2,2,2-trifluoroacetamido)methyl)quinoline-6-carboxylate